N1N=CC(=C1)CCNC1=NC(=NC(=C1C)C)C(=O)N1CCC(CC1)(C1=CC=CC=C1)O (4-((2-(1H-pyrazol-4-yl)ethyl)amino)-5,6-dimethylpyrimidin-2-yl)(4-hydroxy-4-phenylpiperidin-1-yl)methanone